((3-hydroxypropyl)azanediyl)bis(heptane-7,1-diyl) bis(4,4-bis(((Z)-non-6-en-1-yl)oxy)butanoate) C(CCCC\C=C/CC)OC(CCC(=O)OCCCCCCCN(CCCCCCCOC(CCC(OCCCCC\C=C/CC)OCCCCC\C=C/CC)=O)CCCO)OCCCCC\C=C/CC